CN1C(C(=CC2=C1N=C(N=C2)SC)N2CCN(C1=C(C=CC=C21)[N+](=O)[O-])C(C(F)(F)F)=O)=O 8-methyl-2-methylsulfanyl-6-[5-nitro-4-(2,2,2-trifluoroacetyl)-2,3-dihydroquinoxalin-1-yl]pyrido[2,3-d]pyrimidin-7-one